(3,5-dimethyl-2-(2-(4-methylpiperazin-1-yl)ethoxy)benzyl)benzoate dihydrochloride Cl.Cl.CC=1C(=C(COC(C2=CC=CC=C2)=O)C=C(C1)C)OCCN1CCN(CC1)C